5-tert-butyl-1,3,4-thiadiazole-2-carbaldehyde C(C)(C)(C)C1=NN=C(S1)C=O